COC(CN1CCN(CC1)C1=CC=C(C=C1)NC(=O)C=1C(NC=CC1NC1=C(C2=C(OCCN2)N=C1)C)=O)(C)C N-(4-(4-(2-methoxy-2-methylpropyl)piperazin-1-yl)phenyl)-4-((8-methyl-2,3-dihydro-1H-pyrido[2,3-b][1,4]oxazin-7-yl)amino)-2-oxo-1,2-dihydropyridine-3-carboxamide